C1(=CC=CC=C1)[C@@H]1C[C@@H](C=2N1N=C(N2)S)F (5S,7S)-5-phenyl-7-fluoro-6,7-dihydro-5H-pyrrolo[1,2-b][1,2,4]triazole-2-thiol